C(C)C=1C=NN2C1N=C(C=C2NCC=2C=CC(NC2)O)N2[C@@H](CCCC2)CCO 5-(((3-ethyl-5-((S)-2-(2-hydroxyethyl)piperidin-1-yl)pyrazolo[1,5-a]pyrimidin-7-yl)amino)methyl)-1,2-dihydropyridin-2-ol